COC1=C(C=C2CCCC2=C1)S(=O)(=O)Cl 6-methoxy-2,3-dihydro-1H-indene-5-sulfonyl chloride